FC(C(=O)N[C@@H]1[C@H](N(C(C1)=O)C=1C=C2C=NN(C2=CC1)C1=CC=C(C=C1)F)C1=C(C=C(C=C1)F)F)(C)F |r| 2,2-difluoro-N-[rac-(2R,3S)-2-(2,4-difluorophenyl)-1-[1-(4-fluorophenyl)indazol-5-yl]-5-oxo-pyrrolidin-3-yl]propanamide